6-methoxy-N-methyl-5-(prop-2-yn-1-ylamino)picolinamide COC1=C(C=CC(=N1)C(=O)NC)NCC#C